COC1=NN(C=C1C1N(CCC1)CC1=CC=C(OC2=CC=C(C(=O)N)C=C2)C=C1)C 4-(4-{[2-(3-methoxy-1-methyl-1H-pyrazol-4-yl)pyrrolidin-1-yl]methyl}phenoxy)benzamide